2-((5,6-dimethyl-6H-pyrido[4,3-b]carbazol-9-yl)oxy)acetamide CC1=C2C(=CC=3C=4C=C(C=CC4N(C13)C)OCC(=O)N)C=NC=C2